N1=CN=C(C=C1)C#CC1=CC(=NC=C1)C1=NC=CC(=C1)C#CC1=NC=NC=C1 4,4'-bis(2-(4-pyrimidinyl)ethynyl)-2,2'-bipyridine